N-((1r,4r)-4-((3-(6-acetamidopyridin-3-yl)-2-oxo-2,3-dihydro-1H-benzo[d]imidazol-1-yl)methyl)cyclohexyl)-5-chloro-2-(difluoro-methyl)nicotinamide C(C)(=O)NC1=CC=C(C=N1)N1C(N(C2=C1C=CC=C2)CC2CCC(CC2)NC(C2=C(N=CC(=C2)Cl)C(F)F)=O)=O